OCC1C(CC1)N(CCCCCCCC(=O)N(CCCCCCCCCC)CCCCCCCCCC)CCCCCCCC(=O)N(CCCCCCCCCC)CCCCCCCCCC 8,8'-((2-(hydroxy-methyl)cyclobut-yl)azanediyl)bis-(N,N-didecyloctan-amide)